5-chloro-N-[(1R,3S)-3-{[6-chloro-2-(trifluoromethyl)quinolin-4-yl]amino}cyclohexyl]-1-ethyl-1H-pyrrole-3-carboxamide ClC1=CC(=CN1CC)C(=O)N[C@H]1C[C@H](CCC1)NC1=CC(=NC2=CC=C(C=C12)Cl)C(F)(F)F